N-(4-(dimethylamino)butyl)-4-[124I]iodobenzamide CN(CCCCNC(C1=CC=C(C=C1)[124I])=O)C